FC1=CC=C(C=C1)N(C(=O)C1(CC1)C(=O)N)C1=CC=C(C=C1)OC1=CC2=C(N=C(N=C2)NC)N2C1=NCC2 N-(4-fluorophenyl)-N-(4-((2-(methylamino)-8,9-dihydroimidazo[1',2':1,6]pyrido[2,3-d]pyrimidin-6-yl)oxy)phenyl)cyclopropane-1,1-dicarboxamide